2-(2-methylpyridin-4-yl)-5-oxopyrazolin CC1=NC=CC(=C1)N1NC(C=C1)=O